C1(=CC(=CC=C1)C[C@@H]1N(CCC[C@@H]1NS(=O)(=O)C)C(=O)OC(C)CC)C1=CC=CC=C1 sec-butyl cis-2-(biphenyl-3-ylmethyl)-3-((methylsulfonyl)amino)piperidine-1-carboxylate